ClC=1C2=C(N(C(N1)=O)C=1C(=NC=CC1C)C)N=C(C(=C2)F)Cl 4,7-dichloro-1-(2,4-dimethylpyridin-3-yl)-6-fluoropyrido[2,3-d]pyrimidin-2(1H)-one